C1(=CC=CC=C1)PC1=C(C2=CC=CC=C2C=C1)C1=C(C=CC2=CC=CC=C12)PC1=CC=CC=C1 (2R,3S)-2,2'-diphenylphosphino-1,1'-binaphthyl